FC1=C(C=C(C(=C1)OC)C(N[C@H]1[C@@H]2C=C[C@H]([C@H]1C(NC1=CC(=CC(=C1)S(F)(F)(F)(F)F)F)=O)C2)=O)C2=CC=C(C=C2)C(=O)O 2'-fluoro-5'-(((1S,2S,3R,4R)-3-((3-fluoro-5-(pentafluoro-λ6-sulfaneyl)phenyl)carbamoyl)bicyclo[2.2.1]hept-5-en-2-yl)carbamoyl)-4'-methoxy-[1,1'-biphenyl]-4-carboxylic acid